5-(2-(3,4-dimethoxyphenyl)-3-isopropyl-1H-indole-5-carbonyl)hexahydropyrrolo[3,4-c]pyrrol COC=1C=C(C=CC1OC)C=1NC2=CC=C(C=C2C1C(C)C)C(=O)N1CC2C(C1)CNC2